BrC1=C(C=C2CCC(C2=C1)=O)OC 6-bromo-5-methoxy-indan-1-one